5-(3-(trifluoromethyl)phenyl)-N-(3-(2-(piperidin-1-yl)propyl)-1,2,4-thiadiazol-5-yl)thiophene-3-carboxamide FC(C=1C=C(C=CC1)C1=CC(=CS1)C(=O)NC1=NC(=NS1)CC(C)N1CCCCC1)(F)F